C(#N)C(C(=O)OCC)=C(C1=CC=CC=C1)C1=CC=CC=C1 Ethyl α-cyano-β,β-diphenylacrylate